5-carboxyuracil C(=O)(O)C=1C(NC(NC1)=O)=O